1-(tert-butyl) 3-methyl (3R,6R)-4-(7-((phenoxy) carbonyl)-2-chloro-3-nitro-5,6,7,8-tetrahydro-1,7-naphthyridin-4-yl)-6-methylpiperazine-1,3-dicarboxylate O(C1=CC=CC=C1)C(=O)N1CCC=2C(=C(C(=NC2C1)Cl)[N+](=O)[O-])N1[C@H](CN([C@@H](C1)C)C(=O)OC(C)(C)C)C(=O)OC